1-{3-fluoro-4-[4-({[5-(trifluoromethyl)pyridin-2-yl]methyl}carbamoyl)-1H-1,2,3-triazol-1-yl]butyl}-N-methyl-1H-1,2,3-triazole-4-carboxamide FC(CCN1N=NC(=C1)C(=O)NC)CN1N=NC(=C1)C(NCC1=NC=C(C=C1)C(F)(F)F)=O